CCNC(C)CC1=CC(=CC=C1)C(F)(F)F The molecule is a secondary amino compound that is 1-phenyl-propan-2-amine in which one of the meta-hydrogens is substituted by trifluoromethyl, and one of the hydrogens attached to the nitrogen is substituted by an ethyl group. It binds to the serotonin reuptake pump, causing inhbition of serotonin uptake and release of serotonin. The resulting increased levels of serotonin lead to greater serotonin receptor activation which in turn lead to enhancement of serotoninergic transmission in the centres of feeding behavior located in the hypothalamus. This suppresses the appetite for carbohydrates. Fenfluramine was used as the hydrochloride for treatment of diabetes and obesity. It was withdrawn worldwide after reports of heart valve disease and pulmonary hypertension. It has a role as a serotonin uptake inhibitor, a serotonergic agonist and an appetite depressant. It is a secondary amino compound and a member of (trifluoromethyl)benzenes.